C=CC(=O)OCCOP(=O)(OCCOC(=O)C=C)OCCOC(=O)C=C phosphinylidynetris(oxyethylene) triacrylate